N-(2-fluorocyclopropyl)benzamide FC1C(C1)NC(C1=CC=CC=C1)=O